ClC=1C(=C2C=NNC2=C(C1F)C(C)N1C(=NC=C1)C)C=1N=CC=2N(C1)C=C(N2)NC(=O)C2C(C2)F N-(6-(5-chloro-6-fluoro-7-(1-(2-methyl-1H-imidazol-1-yl)ethyl)-1H-indazol-4-yl)imidazo[1,2-a]pyrazin-2-yl)-2-fluorocyclopropane-1-carboxamide